C1(CC(CCCCCC1)C(=O)O)C(=O)O cyclononan-1,3-dicarboxylic acid